C(CCCCCCCCCCCCCCCCCCCC)(=O)O heneicosanic acid